(4-{3-[(4-Fluorophenyl)oxy]-2-hydroxypropyl}piperazin-1-yl)-3-phenylbutan-2-ol FC1=CC=C(C=C1)OCC(CN1CCN(CC1)CC(C(C)C1=CC=CC=C1)O)O